6-phenylmethoxy-1H-indazole C1(=CC=CC=C1)COC1=CC=C2C=NNC2=C1